ClC1=CC=C(C[C@H]2CO[C@H](CN2C(=O)OC(C)(C)C)CC#N)C=C1 tert-butyl (2S,5S)-5-(4-chlorobenzyl)-2-(cyanomethyl)morpholine-4-carboxylate